N6-[(2R)-2-amino-2-phenyl-ethyl]-N4-tert-butyl-1-(trideuteriomethyl)pyrazolo[3,4-d]pyrimidine-4,6-diamine N[C@@H](CNC1=NC(=C2C(=N1)N(N=C2)C([2H])([2H])[2H])NC(C)(C)C)C2=CC=CC=C2